para-Tertiary Butyl-Catechol C(C)(C)(C)C=1C=C(C(O)=CC1)O